C(C)(C)(C)OC(=O)N[C@@H](CC1=CC=CC=C1)C(=O)OCCCCCCC(C(C(C(C(C(F)(F)F)(F)F)(F)F)(F)F)(F)F)(F)F 7,7,8,8,9,9,10,10,11,11,12,12,12-Tridecafluorododecyl (tert-butoxycarbonyl)-L-phenylalaninate